C(CCC)P(CCCC)CCCC Tributylphosphine